1-oxo-2,3-dihydro-1H-pyrrolo[3,4-f]isoquinoline O=C1NCC=2C1=C1C=CN=CC1=CC2